C(=O)(O)C[N+](C)(C)C 1-carboxy-N,N,N-trimethylmethylammonium